3-(1-(2-chloroacetyl)pyrrolidin-2-yl)-4-methoxybenzoic acid ClCC(=O)N1C(CCC1)C=1C=C(C(=O)O)C=CC1OC